ClC1=CN=CC(=N1)C(C(=O)O)OC 2-(6-chloropyrazin-2-yl)-2-methoxyacetic acid